CC=1C=C(C=CC1)NC(C(C(C)=O)=CC1=CC=CC=C1)=O N-(3-methylphenyl)-3-oxo-2-(phenylmethylene)butanamide